(2,6-di-t-butylphenyl)-biphenylene diphosphonite P(O)OPO.C(C)(C)(C)C1=C(C(=CC=C1)C(C)(C)C)C1=CC=CC=2C3=CC=CC=C3C12